NC1=C(C2=C(N(C([C@H](O2)C)=O)CC2=CC=CC=C2)C=C1Br)F (2R)-7-amino-4-benzyl-6-bromo-8-fluoro-2-methyl-2H-1,4-benzoxazin-3-one